CC1(CN(CCN1)C=1C=NC=C(C(=O)OC)C1)C methyl 5-(3,3-dimethylpiperazin-1-yl)nicotinate